6,7-dihydro-5H-cyclopenta[b]pyridine-2-carboxamide N1=C2C(=CC=C1C(=O)N)CCC2